O.C(C)(=O)[O-].[Sn+4].C(C)(=O)[O-].C(C)(=O)[O-].C(C)(=O)[O-] Tin acetate hydrate